11-((2-(2,6-dioxopiperidin-3-yl)-1-oxoisoindolin-4-yl)amino)undecanamide O=C1NC(CCC1N1C(C2=CC=CC(=C2C1)NCCCCCCCCCCC(=O)N)=O)=O